2-(hydroxyethyl)propanol diiodoldilinoleate [IH]1[IH]C(C(=C1)CCCCC\C=C/C\C=C/CCCCCCCC(=O)O)CCCCC\C=C/C\C=C/CCCCCCCC(=O)O.OCCC(CO)C